4-(2,6-difluorophenyl)-5,6-dihydro-4H-imidazo[1,2-b][1,2,4]triazole-2-carboxylic acid methyl ester COC(=O)C=1N=C2N(N1)CCN2C2=C(C=CC=C2F)F